ε-maleimidyl-caproic acid C1(C=CC(N1CCCCCC(=O)O)=O)=O